Cl.ClC1=CC(=C(C(=O)NC2=C(C=C(C=C2)S(N[C@H](C)C2CCN(CC2)C)(=O)=O)C)C=C1)C (R)-4-chloro-2-methyl-N-(2-methyl-4-(N-(1-(1-methylpiperidin-4-yl)ethyl)sulfamoyl)phenyl)benzamide hydrochloride